(4-nitrophenyl)methyl cyclopent-3-ene-1-carboxylate C1(CC=CC1)C(=O)OCC1=CC=C(C=C1)[N+](=O)[O-]